4-(cyclobutylamino)-2-((2-methoxy-4-(1-(oxetan-3-yl)-4-oxido-1,4-azaphosphinan-4-yl)phenyl)amino)-7H-pyrrolo[2,3-d]pyrimidine-5-carbonitrile C1(CCC1)NC=1C2=C(N=C(N1)NC1=C(C=C(C=C1)P1(CCN(CC1)C1COC1)=O)OC)NC=C2C#N